ClC=1C(C(=CC2=NC3=CC=C(C=C3C(C12)(C)C)N)Cl)=O 1,3-dichloro-7-amino-9,9-dimethyl-2(9H)-acridone